C1(=CC=CCC1)C=1C(=NNC1)C1=C(C=CC=C1)O 2-[4-(cyclohexa-1,3-dien-1-yl)1H-pyrazol-3-yl]phenol